N1(CCOCC1)CC[C@H](CSC1=CC=CC=C1)NC1=C(C=C(C=C1)S(=O)(=O)N)S(=O)(=O)C(F)(F)F 4-{[(2R)-4-(morpholin-4-yl)-1-(phenylsulfanyl)butan-2-yl]amino}-3-(trifluoromethanesulfonyl)benzene-1-sulfonamide